N1(C=NC=C1)C(C)=NC1=C(C=C(C=C1)Cl)C N-(1-(1H-Imidazol-1-yl)ethylidene)-4-chloro-2-methylaniline